FC(C1=NN=C(O1)C=1C=C(C(=NC1)CN1N=NC(=C1)C1=NC=C(C=O)C=C1)F)F 6-(1-((5-(5-(difluoromethyl)-1,3,4-oxadiazol-2-yl)-3-fluoropyridin-2-yl)methyl)-1H-1,2,3-triazol-4-yl)nicotinaldehyde